(S)-7-(1H-indazol-4-yl)-2-oxo-1,2-dihydrospiro[pyrido[2,3-b][1,4]oxazine-3,3'-pyrrolidine]-1'-carbonitrile N1N=CC2=C(C=CC=C12)C1=CC2=C(O[C@@]3(CN(CC3)C#N)C(N2)=O)N=C1